2-(((1r,4r)-4-((3-(3-methoxyphenyl)-3-phenylureido)methyl)cyclohexyl)methoxy)acetic acid COC=1C=C(C=CC1)N(C(NCC1CCC(CC1)COCC(=O)O)=O)C1=CC=CC=C1